C(C(=C)C)(=O)O.C(C(=C)C)(=O)O.C(C(=C)C)(=O)O.C(C(=C)C)(=O)O.C(O)C(CCC)(CO)CO.C(O)C(CCC)(CO)CO di(trimethylolbutane) tetramethacrylate